methyl 2-(6'-acetyl-1'-oxo-1'H-spiro[cyclopropane-1,4'-isoquinolin]-2'(3'H)-yl)acetate C(C)(=O)C=1C=C2C3(CN(C(C2=CC1)=O)CC(=O)OC)CC3